NC1=CC=C(C=C1)NC(N(C)C)=N 3-(4-amino-phenyl)-1,1-dimethyl-guanidine